4-(trifluoromethyl)-4,5,6,7-tetrahydro-[1,2,3]oxadiazolo[3,4-a]pyridin-8-ium-3-olate FC(C1C=2[N+](CCC1)=NOC2[O-])(F)F